IC1=NNC2=CC(=C(C=C12)C=1C=NC(=NC1)C)C(=O)N(C)C 3-iodo-N,N-dimethyl-5-(2-methylpyrimidin-5-yl)-1H-indazole-6-carboxamide